(3-bromo-(S)-2-((tert-butyldimethylsilyl) oxy) propyl) carbamate C(N)(OC[C@@H](CBr)O[Si](C)(C)C(C)(C)C)=O